N-(3-chloro-4-fluorophenyl)-7-methoxyquinazoline-4,6-diamine ClC=1C=C(C=CC1F)NC1=NC=NC2=CC(=C(C=C12)N)OC